5-(6-(trifluoromethyl)pyridin-3-yl)-2-naphthoic acid FC(C1=CC=C(C=N1)C1=C2C=CC(=CC2=CC=C1)C(=O)O)(F)F